C=1NC=C2C(=CC=CC12)C(=O)[O-] Isoindole-4-carboxylate